C(C)(C)(C)OC(CN1C([C@H](CCC2=C1C=CC=C2)N)=O)=O (S)-3-amino-2,3,4,5-tetrahydro-2-oxo-1H-1-benzazepine-1-acetic acid tert-butyl ester